trisulfur S=S=S